N(=[N+]=[N-])CC(CN=[N+]=[N-])N 2-Azido-1-azidomethyl-ethylamine